2-hydroxy-3-(pyrazin-2-yl)propionic acid ethyl ester C(C)OC(C(CC1=NC=CN=C1)O)=O